Manganese-titanium [Ti].[Mn]